lithium tetrakis-(pentafluorophenyl)borate FC1=C(C(=C(C(=C1[B-](C1=C(C(=C(C(=C1F)F)F)F)F)(C1=C(C(=C(C(=C1F)F)F)F)F)C1=C(C(=C(C(=C1F)F)F)F)F)F)F)F)F.[Li+]